[O-]C(=O)C(F)(F)F.[N+]12(CCCC1)C1CCCC2CC1 spiro[bicyclo[3.2.1]octane-8,1'-pyrrolidin]-1'-ium TFA salt